COC(=O)C1(CC1)N1N=C(C(=C1)F)S(N(CC1=CC=C(C=C1)OC)CC1=CC=C(C=C1)OC)(=O)=O 1-(3-(N,N-bis(4-methoxybenzyl)sulfamoyl)-4-fluoro-1H-pyrazol-1-yl)-cyclopropanecarboxylic acid methyl ester